5-bromo-2-iodo-4-(trifluoromethyl)pyridine BrC=1C(=CC(=NC1)I)C(F)(F)F